ClC1=C2C(=NC=C1)NC(=C2)C2=C(C=CC=C2)OCC 4-Chloro-2-(2-ethoxyphenyl)-1H-pyrrolo[2,3-b]pyridine